COCCCN1C(C=C(C=C1C(F)(F)F)C(=O)O)=O 1-(3-Methoxypropyl)-2-oxo-6-(trifluoromethyl)-1,2-dihydropyridine-4-carboxylic acid